6-cyano-3-iodopyrrolo[2,3-b]pyridine-1-carboxylic acid C(#N)C1=CC=C2C(=N1)N(C=C2I)C(=O)O